zirconium calcium carbon water O.[C].[Ca].[Zr]